4-(1H-pyrazol-5-yl)aniline N1N=CC=C1C1=CC=C(N)C=C1